2-{[(2S)-4-{6-[(4-cyano-2-fluorobenzyl)oxy]pyridin-2-yl}-2-methylpiperazin-1-yl]methyl}-1-(1,3-oxazol-4-ylmethyl)-1H-benzimidazole-6-carboxylic acid C(#N)C1=CC(=C(COC2=CC=CC(=N2)N2C[C@@H](N(CC2)CC2=NC3=C(N2CC=2N=COC2)C=C(C=C3)C(=O)O)C)C=C1)F